C(C1=CC=CC=C1)OC1=NC(=CC=C1C1=CC=C(C=C1)N1C=CC=C1)OCC1=CC=CC=C1 (R)-1-(4-(2,6-bis(benzyloxy)pyridin-3-yl)phenyl)pyrrole